C(C1=CC=CC=C1)ON1C(NC(C2=C1SC=C2)=O)=O (benzyloxy)thieno[2,3-d]pyrimidine-2,4(1H,3H)-dione